(2R,3R)-2,3-epoxybutyric acid sodium salt [Na+].C([C@H]1[C@@H](C)O1)(=O)[O-]